methyl 4-(4-bromophenyl)-1H-1,2,3-triazole-5-carboxylate BrC1=CC=C(C=C1)C=1N=NNC1C(=O)OC